3,3-difluoropyrrolidine-2-carboxylic acid FC1(C(NCC1)C(=O)O)F